ClC1=CC(=C(C=C1)C1=NN2C(=NC=3C=CC=CC3C2=N1)NC1CNCCCCC1)OC(F)F 3-({2-[4-chloro-2-(difluoromethoxy)phenyl][1,2,4]triazolo[1,5-c]quinazolin-5-yl}amino)azocan